ClC=1C(=NC(=NC1)N1CCC(CC1)C1CN(CCC1)CCC(=O)N)N[C@H](C)C1=C(C=C(C=C1)Cl)Cl 3-(1'-(5-chloro-4-(((R)-1-(2,4-dichlorophenyl)ethyl)amino)pyrimidin-2-yl)-[3,4'-bipiperidin]-1-yl)propanamide